1-(2-(2,6-dioxopiperidin-3-yl)-7-methoxy-3-oxoisoindolin-5-yl)piperidine-4-carboxaldehyde O=C1NC(CCC1N1CC2=C(C=C(C=C2C1=O)N1CCC(CC1)C=O)OC)=O